ethyl 5-(1-fluorocyclopropyl)-1-methyl-1H-pyrazole-4-carboxylate FC1(CC1)C1=C(C=NN1C)C(=O)OCC